(S)-Camphorsulfonate [C@]12(C(=O)CC(CC1)C2(C)C)CS(=O)(=O)[O-]